(S)-2-((4-(6-(7-cyano-3,4-dihydroisoquinolin-2(1H)-yl)pyridin-2-yl)piperazin-1-yl)methyl)-1-(oxetan-2-ylmethyl)-1H-benzo[d]imidazole-6-carboxylic acid C(#N)C1=CC=C2CCN(CC2=C1)C1=CC=CC(=N1)N1CCN(CC1)CC1=NC2=C(N1C[C@H]1OCC1)C=C(C=C2)C(=O)O